C(=O)C=1C(=C(C(=O)OC)C=CC1)C Methyl 3-formyl-2-methylbenzoate